4-(trifluoromethylsulfonyloxymethyl)piperidine-1,4-dicarboxylic acid 1-tert-butyl 4-ethyl ester C(C)OC(=O)C1(CCN(CC1)C(=O)OC(C)(C)C)COS(=O)(=O)C(F)(F)F